C1(CC1)C=1N(C(C(=CN1)C(=O)O)=O)C1=C(C=C(C=C1)OC)C 2-cyclopropyl-1-(4-methoxy-2-methylphenyl)-6-oxo-1,6-dihydropyrimidine-5-carboxylic acid